CNN(C1=CC=C(C=C1)\C=C\C=C\C1=CC=NC=C1)NC N,N-dimethylamino-4-((1E,3E)-4-(pyridin-4-yl)butan-1,3-dien-1-yl)aniline